CC1=NC(=NC(=C1)C)C=1C(=C(C=CC1)C[C@@H]1N(CC([C@@H]1NS(=O)(=O)CC)(F)F)C(=O)C1(CC1)C)F N-[(2S,3R)-2-{[3-(4,6-dimethylpyrimidin-2-yl)-2-fluorophenyl]methyl}-4,4-difluoro-1-(1-methylcyclopropane-1-carbonyl)-pyrrolidin-3-yl]ethanesulfonamide